C1(CC1)N1CC=CC(=C1)N1CCC(CC1)=CC=1C=NC=2C=C(C(NC2C1)=O)CC N-cyclopropyl-5-(4-((7-ethyl-6-oxo-5,6-dihydro-1,5-naphthyridin-3-yl)methylene)piperidin-1-yl)pyridine